N-(3-(2,6-Diazaspiro[3.4]octan-6-yl)propyl)-2-(4-methoxyphenyl)quinolin-4-amine C1NCC12CN(CC2)CCCNC2=CC(=NC1=CC=CC=C21)C2=CC=C(C=C2)OC